N(=[N+]=[N-])C1=CC=C(C=C1)SSC1=CC=C(C=C1)N=[N+]=[N-] 4-azidophenyl disulfide